5-((4-(2,6-dimethylpyridin-4-yl)piperazin-1-yl)methyl)-2-(2,6-dioxopiperidin-3-yl)isoindoline-1,3-dione CC1=NC(=CC(=C1)N1CCN(CC1)CC=1C=C2C(N(C(C2=CC1)=O)C1C(NC(CC1)=O)=O)=O)C